C(C)(C)(C)OC(=O)N1CC2(CC(C2)C=O)CC1 2-Formyl-6-azaspiro[3.4]octane-6-carboxylic acid tert-butyl ester